C(CCC\C=C/C\C=C/C\C=C/C\C=C/CCCCC)(=O)OCCOC(CCC\C=C/C\C=C/C\C=C/C\C=C/CCCCC)=O ethylene glycol di-arachidonate